CC(C[C@H]1[C@@H](C[C@H]2N(CCC3=CC(=C(C=C23)OC)OCCC2=CC=C(C=C2)C(F)(F)F)C1)O)(C)C (2R,3R,11bR)-3-(2,2-dimethylpropyl)-10-methoxy-9-{2-[4-(trifluoromethyl)phenyl]ethoxy}-1H,2H,3H,4H,6H,7H,11bH-pyrido[2,1-a]isoquinolin-2-ol